4-(butylamino)pyrido[4,3-d]pyrimidin-5(6H)-one C(CCC)NC=1C2=C(N=CN1)C=CNC2=O